N1=C2C(=CC=C1)C(C=1C2=NC=CC1)(C1=CC=C(N(C2=CC=C(C=C2)OC)C2=CC=C(C=C2)OC)C=C1)C1=CC=C(N(C2=CC=C(C=C2)OC)C2=CC=C(C=C2)OC)C=C1 4,4'-(5H-cyclopenta[2,1-b:3,4-b']dipyridine-5,5-diyl)bis(N,N-bis(4-methoxyphenyl)aniline)